NC=1N=NC(=CC1C=1C=NN(C1)C1CCN(CC1)C1CCN(CC1)C1=CC=CC2=C1OCCN2C2C(NC(CC2)=O)=O)C2=C(C=CC=C2)O 3-(8-(4-(4-(3-amino-6-(2-hydroxyphenyl)pyridazin-4-yl)-1H-pyrazol-1-yl)-[1,4'-bipiperidin]-1'-yl)-2,3-dihydro-4H-benzo[b][1,4]oxazin-4-yl)piperidine-2,6-dione